OCC(C)NCCCCCCCC(=O)OC(CCCCCCCC)CCCCCCCC 1-octylnonyl 8-[(2-hydroxy-1-methyl-ethyl)amino]octanoate